C[C@@H]1COC[C@H](N1C(CC=1C(OC2=CC(=C(C=C2C1C)OC)O)=O)=O)C 3-(2-((3R,5R)-3,5-dimethylmorpholino)-2-oxoethyl)-7-hydroxy-6-methoxy-4-methyl-2H-chromen-2-one